(1S)-6-chloro-2-[4-(difluoromethyl)pyrimidin-2-yl]-1-[(1,3-dioxan-5-yl)methyl]-2,3,4,9-tetrahydro-1H-pyrido[3,4-b]indole ClC=1C=C2C3=C(NC2=CC1)[C@@H](N(CC3)C3=NC=CC(=N3)C(F)F)CC3COCOC3